2-chloro-N-(4-(2-(4-methoxyphenyl)propan-2-yl)thiazol-2-yl)-4-(piperazin-1-yl)benzamide ClC1=C(C(=O)NC=2SC=C(N2)C(C)(C)C2=CC=C(C=C2)OC)C=CC(=C1)N1CCNCC1